4-bromo-2-(piperidin-4-yl)-1,3-benzoxazole BrC1=CC=CC2=C1N=C(O2)C2CCNCC2